sodium N-(4-chloro-3-nitrophenyl)sulfonamide ClC1=C(C=C(C=C1)NS(=O)=O)[N+](=O)[O-].[Na]